N-butyl-N-(2-hydroxyethyl)-3-oxo-butanamide C(CCC)N(C(CC(C)=O)=O)CCO